4-((8-(nonyloxy)-8-oxooctyl)(8-(octadeca-9-yloxy)-8-oxooctyl)amino)butanoic acid C(CCCCCCCC)OC(CCCCCCCN(CCCC(=O)O)CCCCCCCC(=O)OC(CCCCCCCC)CCCCCCCCC)=O